OCC1=CC2=C(C(N(C=C2)C)=O)N1C 2-(hydroxymethyl)-1,6-dimethyl-1,6-dihydro-7H-pyrrolo[2,3-c]pyridin-7-one